1-((2-(trimethylsilyl)ethoxy)methyl)-1H-pyrazole-3-carbaldehyde C[Si](CCOCN1N=C(C=C1)C=O)(C)C